C(C)(C)(C)OC(=O)C=1C=NC2=C(C=NC=3N=CC=CC23)N1 Pyrazino[2,3-c][1,8]naphthyridine-3-carboxylic acid tert-butyl ester